CN1N=CC=2C1=NC(=CC2N2C[C@H]([C@@H](CC2)C=2C=NC(=CC2C)N2CCNCC2)C)C 1,6-dimethyl-4-[trans-3-methyl-4-(4-methyl-6-piperazin-1-yl-3-pyridinyl)-1-piperidinyl]pyrazolo[3,4-b]pyridine